CC1(COB(OC1)C1=CC(=C2C(N(C(C2=C1)=O)C1CC(C1)(C)O)(C)C)C(F)(F)F)C 6-(5,5-dimethyl-1,3,2-dioxaborinan-2-yl)-3,3-dimethyl-2-[(cis)-3-hydroxy-3-methylcyclobutyl]-4-(trifluoromethyl)isoindol-1-one